FC(COP(OCC(F)(F)F)(OCC(F)(F)F)=O)(F)F phosphoric acid tri(2,2,2-trifluoroethyl) ester